FC1=CC=C2C(=NC=NC2=C1)NCC1=CC=C(C=C1)S(=O)(=O)N 4-(((7-fluoroquinazolin-4-yl)amino)methyl)benzenesulfonamide